ammonium (ammonia) salt N.[NH4+]